COC=1C=C(C=CC1OC)C=1C=NC=2N(C1)N=C(C2)C(=O)NC2=CC=C(C(=O)OC)C=C2 methyl 4-(6-(3,4-dimethoxyphenyl)pyrazolo[1,5-a]pyrimidine-2-carboxamido)benzoate